2-Hexyl-1-tetradecanol C(CCCCC)C(CO)CCCCCCCCCCCC